(E)-N-(1-(3-(2,2-difluoroethoxy)phenyl)cyclopropyl)-5-(2,4-dioxoimidazolidin-1-yl)pent-3-ene-1-sulfonamide FC(COC=1C=C(C=CC1)C1(CC1)NS(=O)(=O)CC\C=C\CN1C(NC(C1)=O)=O)F